BrC1=CC(=NC=C1)NC1=NC=CC(=N1)OC N-(4-bromopyridin-2-yl)-4-methoxypyrimidin-2-amine